C(#N)C1=CC(=C(COC2=CC=CC(=N2)C2CCN(CC2)CC2=NC(C3=C(N2CC2OCC2)SC(=C3C)C(=O)OC)=O)C=C1)F methyl 2-((4-(6-(4-cyano-2-fluorobenzyloxy) pyridin-2-yl) piperidin-1-yl) methyl)-5-methyl-1-(oxetan-2-ylmethyl)-4-oxo-1,4-dihydrothieno[2,3-d]pyrimidine-6-carboxylate